7-(4-fluorophenyl)-2,2-dimethyl-4H-[1,3]-dioxino[5,4-c]pyridin-4-one FC1=CC=C(C=C1)C1=CC2=C(C=N1)C(OC(O2)(C)C)=O